2'-hydroxyguanosine OC1([C@@H](O[C@@H]([C@H]1O)CO)N1C=NC=2C(=O)NC(N)=NC12)O